C(C)(C)S(=O)(=O)C1=NN(C=C1N1C(N=CC=C1N)N)C 3-(isopropylsulfonyl-1-methyl-1H-pyrazol-4-yl)-pyrimidin-2,4-diamine